C(C(C)C)N1CCC(CC1)C(=O)NC1=NC=CC(=N1)C1=CN(C2=CN=CC=C21)C(C)C 1-isobutyl-N-(4-(1-isopropyl-1H-pyrrolo[2,3-c]pyridin-3-yl)pyrimidin-2-yl)piperidine-4-carboxamide